ClC1=CC=C(C=C1)[C@H](C(=O)N1CCN(CC1)C=1C2=C(N=CN1)[C@@H](C[C@H]2C)O)CN2CCN(CC2)C (S)-2-(4-chlorophenyl)-1-(4-((5R,7R)-7-hydroxy-5-methyl-6,7-dihydro-5H-cyclopenta[d]pyrimidin-4-yl)piperazin-1-yl)-3-(4-methylpiperazin-1-yl)propan-1-one